CC1(C(N(C2=CC(=CC=C12)C(=O)O)CC1CN(CC1)C1=CSC=C1)=O)C 3,3-Dimethyl-2-oxo-1-((1-(thiophen-3-yl)pyrrolidin-3-yl)methyl)indoline-6-carboxylic acid